C(C)SC1=C(C(=NC(=C1)N1CCOCC1)C)C(=O)NCC1=CC=C(C=C1)F 4-Ethylsulfanyl-N-[(4-fluorophenyl)-methyl]-2-methyl-6-morpholin-4-yl-pyridine-3-carboxylic acid amide